ethylaluminium dichloride C(C)[Al](Cl)Cl